COC1=CC=C(C2=CC=CC=C12)CCC1=CC(=C(C(=C1)OC)OC)OC 1-(4-methoxynaphthalene-1-yl)-2-(3,4,5-trimethoxyphenyl)ethane